4-(1-(2-Chloro-4-(1,4-dimethyl-1H-1,2,3-triazol-5-yl)phenyl)-1H-imidazol-4-yl)-N-(1-(methylsulfonyl)-piperidin-4-yl)-5-(trifluoromethyl)-pyrimidin-2-amine ClC1=C(C=CC(=C1)C1=C(N=NN1C)C)N1C=NC(=C1)C1=NC(=NC=C1C(F)(F)F)NC1CCN(CC1)S(=O)(=O)C